C(CCCCC(C)C)N(CCCCCC(C)C)CCCCCC(C)C Trisisooctylamine